BrC=1C(=NN(C1C)C)C(=O)N1CCN(CC1)CC(=O)C1=CC=C(C=C1)F 2-[4-(4-Bromo-1,5-dimethyl-1H-pyrazole-3-carbonyl)-piperazin-1-yl]-1-(4-fluoro-phenyl)-ethanone